FC=1C=C(C=C(C1)F)C=1C(=C(C=CC1)CC=O)C#N 3',5'-difluoro-3-(2-oxoethyl)-[1,1'-biphenyl]-2-carbonitrile